N-(2-cyclohexylethyl)-1-ethyl-2-oxo-1,2-dihydrobenzo[cd]indole-6-sulfonamide C1(CCCCC1)CCNS(=O)(=O)C=1C=2C3=C(C(N(C3=CC1)CC)=O)C=CC2